The molecule is an organic bromide salt that containing equal numbers of dodecyl(triphenyl)phosphonium cations and bromide anions. It contains a dodecyl(triphenyl)phosphonium. CCCCCCCCCCCC[P+](C1=CC=CC=C1)(C2=CC=CC=C2)C3=CC=CC=C3.[Br-]